6-chloro-7-cyano-3-(4,4,5,5-tetramethyl-1,3,2-dioxaborolan-2-yl)indole-1-carboxylate ClC1=CC=C2C(=CN(C2=C1C#N)C(=O)[O-])B1OC(C(O1)(C)C)(C)C